2-fluoro-5-[5H-pyrido[4,3-b]indol-7-yl]pyridineformylacetic acid ethyl Ester C(C)OC(CC(=O)C1(NC=C(C=C1)C=1C=CC=2C3=C(NC2C1)C=CN=C3)F)=O